4'-phenyl-[1,1':3',1''-terphenyl]-4-amine C1(=CC=CC=C1)C1=C(C=C(C=C1)C1=CC=C(C=C1)N)C1=CC=CC=C1